3-((3-hydroxy-2-(5-methyl-1H-pyrazol-1-yl)pyridin-4-yl)amino)-4-((2,6,6-trimethyl-4,5,6,7-tetrahydrobenzofuran-7-yl)amino)cyclobut-3-ene-1,2-dione OC=1C(=NC=CC1NC=1C(C(C1NC1C(CCC=2C=C(OC21)C)(C)C)=O)=O)N2N=CC=C2C